4,4'-(Buta-1,3-diyne-1,4-diyl)dibenzaldehyde C(#CC#CC1=CC=C(C=O)C=C1)C1=CC=C(C=O)C=C1